4-amino-8-(4-fluoropyridin-3-yl)-N-propylisoquinoline-3-carboxamide NC1=C(N=CC2=C(C=CC=C12)C=1C=NC=CC1F)C(=O)NCCC